3-methoxy-5-(2-oxo-2-(piperazin-1-yl)ethoxy)benzonitrile COC=1C=C(C#N)C=C(C1)OCC(N1CCNCC1)=O